(E)-3-(4-{3-(1-benzyl-1H-1,2,3-triazol-4-yl)propoxy}phenyl)-N-(2-butoxyphenyl)acrylamide C(C1=CC=CC=C1)N1N=NC(=C1)CCCOC1=CC=C(C=C1)/C=C/C(=O)NC1=C(C=CC=C1)OCCCC